bromo-2-(trifluoromethyl)imidazo[1,2-a]pyridine BrC1=C(N=C2N1C=CC=C2)C(F)(F)F